1-(t-butyl) 2-methyl 2-(3-((t-butyldimethylsilyl)oxy)-2-fluoropropyl)-3-methylenepyrrolidin-1,2-dicarboxylate [Si](C)(C)(C(C)(C)C)OCC(CC1(N(CCC1=C)C(=O)OC(C)(C)C)C(=O)OC)F